C(C)(C)(C)OC(=O)C1(CC2=C(S1)C=CC=C2)NC(C(CC2=CC=CC=C2)N(C(C=O)=O)NC2=C(C=CC(=C2)Cl)N2N=NN=C2)=O 2-(2-(((5-chloro-2-(1H-tetrazol-1-yl)phenyl)amino)-2-oxoacetylamino)-3-phenylpropionamido)benzo[b]thiophene-2-carboxylic acid tert-butyl ester